O-(4'-pentyl-[1,1'-bi(cyclohexane)]-4-yl) S-methyl dithiocarbonate C(SC)(OC1CCC(CC1)C1CCC(CC1)CCCCC)=S